ditolylaluminum C1(=C(C=CC=C1)[Al]C1=C(C=CC=C1)C)C